(E)-1-(2-hydroxyphenyl)-3-(2-methoxyphenyl)prop-2-en-1-one OC1=C(C=CC=C1)C(\C=C\C1=C(C=CC=C1)OC)=O